N1CC(C1)C=1OC2=C(N1)C=CC=C2 2-(azetidin-3-yl)benzo[d]oxazole